FC1=CC=C(C=C1)CCC(=O)NC1=NC=CC2=C1NC1=CC(=CC=C21)OC 3-(4-fluorophenyl)-N-(7-methoxy-9H-pyrido[3,4-b]indol-1-yl)propanamide